NC1=NC=NC=2N(C3=CC=C(C=C3C21)C(F)(F)F)CC(=O)OCCCC butyl 2-(4-amino-6-(trifluoromethyl)-9H-pyrimido[4,5-b]indol-9-yl)acetate